CC(CC)CCCCCCCCCC(CC(CCCCCCCCCCCCCCCCCCCCCC)C)C 3,13,15-trimethylheptatriacontane